COC1=C(C(=CC=C1)OC)N1C(=NN=C1C=1C=NC=C(C1)C)NS(=O)(=O)C(C(C1=NC=C(N=C1)C)OC)C N-(4-(2,6-dimethoxyphenyl)-5-(5-methyl-3-pyridinyl)-4H-1,2,4-triazol-3-yl)-1-methoxy-1-(5-methyl-2-pyrazinyl)-2-propanesulfonamide